1-(tert-butyl)-9-(2-n-hexadecenyl-2-carboxyethyl)carbonyloxyanthracene 2-tetrahydropyran-3-yloxyethyl-4-methylbenzenesulfonate 2-tetrahydropyran-3-yloxyethyl-4-methylbenzenesulfonate O1CC(CCC1)OCCOS(=O)(=O)C1=CC=C(C=C1)C.O1CC(CCC1)OCCOS(=O)(=O)C1=CC=C(C=C1)C.C(C)(C)(C)C1=CC=CC2=CC3=CC=CC=C3C(=C12)OC(=O)CC(C(=O)O)C=CCCCCCCCCCCCCCC